5-(4-fluorophenyl)-1-hydroxy-4-oxo-1,4-dihydropyridine-3-carboxylic acid FC1=CC=C(C=C1)C=1C(C(=CN(C1)O)C(=O)O)=O